N-(2-(3,5-diphenyl-2-(trifluoromethyl)-2,3-dihydro-1,3,4-oxadiazol-2-yl)-4-ethylphenyl)-4-methylbenzenesulfonamide C1(=CC=CC=C1)N1C(OC(=N1)C1=CC=CC=C1)(C(F)(F)F)C1=C(C=CC(=C1)CC)NS(=O)(=O)C1=CC=C(C=C1)C